ClC=1C=C(C#N)C=C(C1C1C(NC(CC1)=O)=O)F 3-chloro-4-(2,6-dioxopiperidin-3-yl)-5-fluorobenzonitrile